C(COCC(=O)[O-])(=O)[O-].[K+].C(CCCCCCCC(=O)O)(=O)O.[K+] azelaic acid potassium diglycolate